4-amino-6'-bromo-4'-methoxy-6-(thiazol-2-yl)-[2,2'-bipyridine]-3-nitrile NC1=C(C(=NC(=C1)C=1SC=CN1)C1=NC(=CC(=C1)OC)Br)C#N